1-(5-fluoro-1,3-dihydro-2H-isoindol-2-yl)-3-(pyridin-2-ylsulfonyl)propan-1-one FC=1C=C2CN(CC2=CC1)C(CCS(=O)(=O)C1=NC=CC=C1)=O